4-(3-cyano-2-(2-methyl-1,2,3,4-tetrahydroisoquinolin-5-yl)-8-((5-methyl-2-oxo-2,3-dihydro-1H-benzo[d]imidazol-4-yl)oxy)quinolin-4-yl)piperazine-1-carboxylic acid tert-butyl ester C(C)(C)(C)OC(=O)N1CCN(CC1)C1=C(C(=NC2=C(C=CC=C12)OC1=C(C=CC=2NC(NC21)=O)C)C2=C1CCN(CC1=CC=C2)C)C#N